C(C)(C)(C)N=P(N1CCCC1)(N1CCCC1)N1CCCC1 tert-butylimino-tris(tetrahydropyrrolyl)phosphorane